N1=C(N=CN=C1)C=1NC2=C(N1)C=CC=C2 1,3,5-TRIAZINYL-BENZIMIDAZOLE